N1OC(CCO1)N1C(C=2C=C3C(=CC2C1=O)OC1(CC3(F)F)CCNCC1)=O 7'-(2,6-dioxapiperidin-3-yl)-4',4'-difluoro-3',4'-dihydro-6'H-spiro[piperidin-4,2'-pyrano[2,3-f]isoindole]-6',8'(7'H)-dione